6-chloro-N-[(1r,4r)-4-{3-[5-(difluoromethyl)pyrazin-2-yl]-2-oxoimidazolidin-1-yl}cyclohexyl]-4-hydroxy-3,4-dihydro-2H-1-benzopyran-2-carboxamide ClC=1C=CC2=C(C(CC(O2)C(=O)NC2CCC(CC2)N2C(N(CC2)C2=NC=C(N=C2)C(F)F)=O)O)C1